FC1=CC(=C(C=C1)C1CSC2=CC(=CC=C2C1C1=CC=C(C=C1)OCCN1CC(C1)CF)B(O)O)OC 3-(4-fluoro-2-methoxyphenyl)-4-(4-(2-(3-(fluoromethyl)azetidin-1-yl)ethoxy)phenyl)thiochroman-7-boronic acid